(4-bromo-3-chlorophenyl)boron BrC1=C(C=C(C=C1)[B])Cl